O=C1NC(C=2C(=NC=3C=CC=CC3C21)C)=O 1,3-dioxo-4-methyl-2,3-dihydro-1H-pyrrolo[3,4-c]quinoline